N-(2-((1S,3S,5S)-3-Cyano-2-azabicyclo[3.1.0]hexan-2-yl)-2-oxoethyl)-2,6-dimethylquinoline-4-carboxamide C(#N)[C@H]1N([C@H]2C[C@H]2C1)C(CNC(=O)C1=CC(=NC2=CC=C(C=C12)C)C)=O